(S)-4-amino-4-(2-fluorophenyl)butan-1-ol N[C@@H](CCCO)C1=C(C=CC=C1)F